heptacosan CCCCCCCCCCCCCCCCCCCCCCCCCCC